3,5-dimethylphenyliodide CC=1C=C(C=C(C1)C)I